FC1(C[C@H](N([C@H](C1)C)C(=O)OCC1=CC=CC=C1)C)F Benzyl (2R,6S)-4,4-difluoro-2,6-dimethylpiperidine-1-carboxylate